FC=1C=C(C=C(C1F)O)N1N=CC2=CC(=CC=C12)C1=NC=C(C=N1)O 2-(1-(3,4-Difluoro-5-hydroxyphenyl)-1H-indazol-5-yl)pyrimidin-5-ol